3-Methylindoline-3-carboxylic acid methyl ester COC(=O)C1(CNC2=CC=CC=C12)C